N-(4-(1,1-difluoroeth-yl)-2-meth-oxyphenyl)-7-(difluoro-methyl)quinolin-4-amine FC(C)(F)C1=CC(=C(C=C1)NC1=CC=NC2=CC(=CC=C12)C(F)F)OC